CC([O-])C.CC([O-])C.CC([O-])C.CC([O-])C.[Si+4] silicon tetraisopropoxide